(2S,4S)-4-(o-tolylmethoxy)-pyrrolidine-2-carboxylic acid C1(=C(C=CC=C1)CO[C@H]1C[C@H](NC1)C(=O)O)C